C(C)(C)(C)OC(=O)N1CCC2(CC1)OC(C1=CC(=CC=C12)Br)=O 5-bromo-3-oxo-3H-spiro[isobenzofuran-1,4'-piperidine]-1'-carboxylic acid tert-butyl ester